C(C(=C)C)#N Methacrylonitrile